N[C@H]1[C@@H]2N(C[C@H]1CC2)C(=O)C2=CC1=C(N(C(=N1)C1=CC=C(C(N1CC1CC1)=O)C)C)C(=C2)OC 6-{5-[(1R,4R,7R)-7-Amino-2-azabicyclo[2.2.1]heptane-2-carbonyl]-7-methoxy-1-methyl-1H-1,3-benzodiazol-2-yl}-1-(cyclopropylmethyl)-3-methyl-1,2-dihydropyridin-2-one